ClC1=CC(=C(C=C1)B(O)O)C(F)(F)F 4-chloro-2-(trifluoromethyl)phenylboronic acid